C1(CC1)NC(C1=C(C=C(C=C1OC)C1=CN=C2N1C=CC(=C2)OCC(CN2C[C@@H](CC2)O)O)OC(F)F)=O N-cyclopropyl-2-(difluoromethoxy)-4-[7-[2-hydroxy-3-[(3R)-3-hydroxypyrrolidin-1-yl]propoxy]imidazo[1,2-a]pyridin-3-yl]-6-methoxy-benzamide